N-(3-phenylprop-2-yn-1-yl)benzenesulfonamide tert-butyl-1-[(6-amino-4,7-difluoro-2-methoxycarbonyl-indan-5-yl)carbamoyl]-2-azabicyclo[2.1.1]hexane-2-carboxylate C(C)(C)(C)OC(=O)N1C2(CC(C1)C2)C(NC=2C(=C1CC(CC1=C(C2N)F)C(=O)OC)F)=O.C2(=CC=CC=C2)C#CCNS(=O)(=O)C2=CC=CC=C2